9-nonanesultone C1CCCCCCCCOS1(=O)=O